C1(CC1)C=1N=CC(=NC1)C=O 5-CYCLOPROPYLPYRAZINE-2-CARBALDEHYDE